1-((5-((7-Methoxy-6-(methylcarbamoyl)quinolin-4-yl)oxy)pyridin-2-yl)carbamoyl)cyclopropane-1-carboxylic acid methyl ester COC(=O)C1(CC1)C(NC1=NC=C(C=C1)OC1=CC=NC2=CC(=C(C=C12)C(NC)=O)OC)=O